NCCC=1C=NC(=NC1)C1=C(C=C(C#N)C=C1)C(=O)C1=CC(=NC(=C1)N1CCOCC1)C 4-[5-(2-aminoethyl)pyrimidin-2-yl]-3-(2-methyl-6-morpholin-4-ylpyridine-4-carbonyl)benzonitrile